tert-butyl-(S)-3-(7-bromo-1H-imidazo[4,5-c]quinolin-2-yl)pyrrolidine C(C)(C)(C)N1C[C@H](CC1)C=1NC2=C(C=NC=3C=C(C=CC23)Br)N1